BrC1=CC=C(C=2C(N(CC12)C1=C(C=C(C=C1)F)C)=O)C#N 7-bromo-2-(4-fluoro-2-methylphenyl)-3-oxoisoindoline-4-carbonitrile